BrC1=C(C=CC(=C1)C(F)(F)F)C1=NC2=C(N1)C=CC(=C2)OC 2-(2-bromo-4-(trifluoromethyl)phenyl)-5-methoxy-1H-benzo[d]imidazole